NC=1N=NC(=CC1N1CCC(CC1)(C1=CC=CC=C1)CNC(CNC1=C2C(N(C(C2=CC=C1)=O)C1C(NC(CC1)=O)=O)=O)=O)C1=C(C=CC=C1)O N-((1-(3-amino-6-(2-hydroxyphenyl)pyridazin-4-yl)-4-phenylpiperidin-4-yl)methyl)-2-((2-(2,6-dioxopiperidin-3-yl)-1,3-dioxoisoindolin-4-yl)amino)acetamide